(3R,6S)-6-((tert-butyldiphenylsilyl)oxy)-4-(4-chloro-6-((S)-1-((2S,4R)-4-fluoro-1-methylpyrrolidin-2-yl)ethoxy)-1,3,5-triazin-2-yl)-3,6-dimethyl-1,4-oxazepane [Si](C1=CC=CC=C1)(C1=CC=CC=C1)(C(C)(C)C)O[C@]1(CN([C@@H](COC1)C)C1=NC(=NC(=N1)Cl)O[C@@H](C)[C@H]1N(C[C@@H](C1)F)C)C